C(C)(C)(C)[Si](OCC12CCC(CC1)(N2C(=O)OC(C)(C)C)C=O)(C)C tert-butyl 1-(((tert-butyldimethyl-silyl)oxy)methyl)-4-formyl-7-azabicyclo[2.2.1]heptane-7-carboxylate